(((2-(chloromethyl)allyl)oxy)methyl)benzene ClCC(COCC1=CC=CC=C1)=C